2-methanesulfonyl-acetonitrile CS(=O)(=O)CC#N